Ethyl 4-benzyl-1-((2-(trimethylsilyl)ethoxy)methyl)-1H-imidazole-2-carboxylate C(C1=CC=CC=C1)C=1N=C(N(C1)COCC[Si](C)(C)C)C(=O)OCC